N[C@@H]1CC2=CC=CC=C2C12CCN(CC2)C2=NC(=C(C(=N2)C#N)C2=C(C(=CC=C2)Cl)Cl)C 2-((R)-2-amino-2,3-dihydrospiro[indene-1,4'-piperidine]-1'-yl)-5-(2,3-dichlorophenyl)-6-methylpyrimidine-4-carbonitrile